tributyl(4-vinylbenzyl)phosphonium chloride [Cl-].C(CCC)[P+](CC1=CC=C(C=C1)C=C)(CCCC)CCCC